5-(1-Hydroxy-2-methylpropan-2-yl)-2-(3-methylcyclohex-3-en-1-yl)-3-propan-2-yloxyphenol OCC(C)(C)C=1C=C(C(=C(C1)O)C1CC(=CCC1)C)OC(C)C